[Si](C)(C)(C(C)(C)C)OCCN1N=C2C(=N1)C=CC(=C2)C(=O)OC methyl 2-{2-[(tert-butyldimethylsilyl)oxy]ethyl}-1,2,3-benzotriazole-5-carboxylate